methyl 6,6-dimethoxy-octanoate COC(CCCCC(=O)OC)(CC)OC